C(C)(C)(C)OC(=O)N1C[C@H](CC1)[C@@H](C(=O)OC(C)(C)C)CC1=CC(=CC=C1)NCC1=CC=CC=C1 (R)-3-((S)-3-(3-(benzylamino)phenyl)-1-(tert-butoxy)-1-oxopropan-2-yl)pyrrolidine-1-carboxylic acid tert-butyl ester